1-(methyldioxy)-ethanol COOC(C)O